OCCNS([O-])(=O)=O.[Na+] Sodium N-(2-hydroxy ethyl)sulfamate